(3R)-N-cyclobutyl-3-{[1-cyclopentyl-5-(2,6-dimethoxyphenyl)-1H-pyrazol-3-yl]formamido}pent-4-enamide C1(CCC1)NC(C[C@H](C=C)NC(=O)C1=NN(C(=C1)C1=C(C=CC=C1OC)OC)C1CCCC1)=O